2-((2,3-dimethylbut-2-yl)amino)ethane-1-ol CC(C)(C(C)C)NCCO